O=C1NC=CC(N1)=O 2,4-Dioxo-3,4-dihydropyrimidin